C1(CC(C(CC1)C(C)C)CC(=O)[O-])C menthylacetate